B(F)(F)F.[Sb](Cl)(Cl)(Cl)(Cl)Cl antimony pentachloride boron fluoride